NCCCN(C(OC(C)(C)C)=O)CCC1=CC(=CC=C1)OC1=CC=CC=C1 tert-Butyl (3-aminopropyl)(3-phenoxyphenethyl)carbamate